FC(C1=CC=C(C(=O)[O-])C=C1)(F)F 4-trifluoromethylbenzoate